C(#N)[C@H](C[C@H]1C(NCCC1)=O)NC(=O)[C@H]1N(C[C@H]2[C@@H]1CC(C2)(F)F)C(=O)C=2NC1=C(C(=CC(=C1C2)F)C)Cl (1S,3aR,6aS)-N-((S)-1-cyano-2-((S)-2-oxopiperidin-3-yl)ethyl)-2-(4-fluoro-6-methyl-7-chloro-1H-indole-2-carbonyl)-5,5-difluorooctahydrocyclopenta[c]pyrrole-1-carboxamide